COC(CC1=CC=C(C=C1)N1CCC2(CCN(C2)C(=O)OC(C)(C)C)CC1)=O tert-butyl 8-[4-(2-methoxy-2-oxoethyl)phenyl]-2,8-diazaspiro[4.5]decane-2-carboxylate